2-isopropylbenzimidazol C(C)(C)C=1NC2=C(N1)C=CC=C2